CNC(=O)C1=CC(=C2CCN(C2=C1)C(=O)[C@H]1NCCC1)C1=CC=C(C=C1)C(F)(F)F (S)-N-methyl-1-(pyrrolidine-2-carbonyl)-4-(4-(trifluoromethyl)phenyl)indoline-6-carboxamide